C(C)OC(=O)C1=NN(C(=C1)CC1=CC=C(C=C1)C(F)(F)F)C.CN1N=C(C=C1CC1=CC=C(C=C1)C(F)(F)F)C(=O)O 1-methyl-5-[[4-(trifluoromethyl)phenyl]methyl]pyrazole-3-carboxylic acid Ethyl-1-methyl-5-[[4-(trifluoromethyl)phenyl]methyl]pyrazole-3-carboxylate